N1C=CC2=CC=C(C=C12)CNC1=CN=C2C(=N1)N=C(C=C2)N2C[C@H](CCC2)O (3S)-1-(3-{[(1H-indol-6-yl)methyl]amino}pyrido[2,3-b]pyrazin-6-yl)piperidin-3-ol